NC1=CC=C(C(=C1C(=O)N(C)C)F)C=1C=C2C(=NC1)NCC21CC(C(C1)Cl)N1N=C(N=C1)N 6-Amino-3-(3-(3-amino-1H-1,2,4-triazol-1-yl)-4-chloro-1',2'-dihydrospiro[cyclopentane-1,3'-pyrrolo[2,3-b]pyridin]-5'-yl)-2-fluoro-N,N-dimethylbenzamide